(8aR)-hexahydrospiro[[1,3]oxazolo[3,4-a]pyridine-7,2'-[1,3]dioxolan]-3-one O1C2(OCC1)C[C@H]1N(CC2)C(OC1)=O